C(C)(C)(C)C1=CC=C(C=C1)C1=NC2=C(N1)C=CC(=C2)O 2-(4-tert-butylphenyl)-1H-benzo[d]imidazol-5-ol